2-(2-(4-fluorophenyl)-2-oxoethyl)isoindoline-1,3-dione FC1=CC=C(C=C1)C(CN1C(C2=CC=CC=C2C1=O)=O)=O